OC1=C(C=C(C=C)C=C1)OC 4-Hydroxy-3-methoxy-styrene